C1(CCC1)C=1C(=NN(C1C1=CC(=C(C=C1)F)F)C)NC(C[C@H]1C(C(C1)(F)F)(F)F)=O (R)-N-(4-cyclobutyl-5-(3,4-difluorophenyl)-1-methyl-1H-pyrazol-3-yl)-2-(2,2,3,3-tetrafluorocyclobutyl)acetamide